FC=1C=C(C=NC1OC)C1=C(N=C2N1C=CC=N2)C2=CC(=NC=C2)C 3-(5-Fluoro-6-methoxypyridin-3-yl)-2-(2-methylpyridin-4-yl)imidazo[1,2-a]pyrimidine